4-(1-methyl-1H-pyrazol-5-yl)-6-(6-(trifluoromethyl)pyridin-2-yl)-N-(2-(trifluoromethyl)pyridin-4-yl)-1,3,5-triazin-2-amine CN1N=CC=C1C1=NC(=NC(=N1)C1=NC(=CC=C1)C(F)(F)F)NC1=CC(=NC=C1)C(F)(F)F